4,4'-(Hexafluoropropylidene)dianiline FC(C(C1=CC=C(N)C=C1)(C1=CC=C(N)C=C1)F)(C(F)(F)F)F